C(C)(C)(C)OC(CNCC1=C(C=C(C(=C1)F)F)N)=O.ClCC(=O)NC1=NNC2=NC=C(C=C21)C2=CC=C(C=C2)OC(C)C 2-chloro-N-(5-(4-isopropoxyphenyl)-1H-pyrazolo[3,4-b]pyridin-3-yl)acetamide tert-butyl-2-{[(2-amino-4,5-difluorophenyl)methyl]amino}acetate